C(C)(=O)OC[C@H]1O[C@H]([C@H]([C@@H]([C@@H]1CC(=O)O)CC(=O)O)CC(=O)O)OC1=CC(=CC=C1)N1C(=NC2=C(C=CC=C2C1=O)F)C (2S,3S,4R,5S,6S)-2-(acetoxymethyl)-6-(3-(8-fluoro-2-methyl-4-oxoquinazolin-3(4H)-yl)phenoxy)tetrahydro-2H-pyran-3,4,5-triacetic acid